4-BUTYLBENZALDEHYDE C(CCC)C1=CC=C(C=O)C=C1